CS(=O)(=O)C1=CC=C(C=N1)OC[C@@H]1CN(C[C@H]1C)CCC=1C=C(C=C(C1)C#N)C#N 5-{2-[(3S,4S)-3-{[(6-methanesulfonylpyridin-3-yl)oxy]methyl}-4-methylpyrrolidin-1-yl]ethyl}benzene-1,3-dicarbonitrile